COC1=CC(=C(C=C1)OC)C2=NC3=CC=CC=C3C(=C2)C(=O)NC4=CC=CC=C4C(=O)N The molecule is a member of the class of quinolines that is the amide obtained from formal condensation of the carboxy group of 2-(2,5-dimethoxyphenyl)quinoline-4-carboxylic acid with the amino group of 2-aminobenzamide. It is a member of quinolines, a member of benzamides and a dimethoxybenzene.